Bis(tri-phenylphosphine) palladium (II) chloride [Pd](Cl)Cl.C1(=CC=CC=C1)P(C1=CC=CC=C1)C1=CC=CC=C1.C1(=CC=CC=C1)P(C1=CC=CC=C1)C1=CC=CC=C1